O.O.S(=S)(=S)([O-])[O-].[Na+].[Na+] sodium dithiosulfate dihydrate